lanthanum strontium gallium cobalt oxide [Co]=O.[Ga].[Sr].[La]